ClC1=CC2=C(C=N1)SC(=N2)C2=C(C=CC=C2F)NC2=NC(=C(C=C2)N2CCOCC2)CN(C)C N-(2-{6-Chloro-[1,3]thiazolo[5,4-c]pyridin-2-yl}-3-fluorophenyl)-6-[(dimethylamino)methyl]-5-(morpholin-4-yl)pyridin-2-amine